FC1=C(C=CC(=C1F)OC[C@H]1COCC1)NC=1C2=C(N=CN1)C=CC(=N2)O[C@@H]2CN(CC2)C(=O)OC(C)(C)C tert-Butyl (S)-3-((4-((2,3-difluoro-4-(((R)-tetrahydrofuran-3-yl)methoxy)phenyl)amino)pyrido[3,2-d]pyrimidin-6-yl)oxy)pyrrolidine-1-carboxylate